N-(3-fluorobenzoyl)-O-(3-(2-(5,6,7,8-tetrahydro-1,8-naphthyridin-2-yl)ethyl)cyclobutyl)homoserine FC=1C=C(C(=O)N[C@@H](CCOC2CC(C2)CCC2=NC=3NCCCC3C=C2)C(=O)O)C=CC1